Cl.C(#N)C1=CC=C(C=C1)[C@H](C)NC(=O)[C@H]1NC[C@@H](C1)O (2S,4R)-N-((S)-1-(4-cyanophenyl)ethyl)-4-hydroxypyrrolidine-2-carboxamide hydrochloride